C(CCCCCCCCCCCCC)NC(CCCCCCCCCCCCC)=O N-tetradecyltetradecanamide